C(C)C1(COC1)COC(CCC1=CC2=CC3=CC=CC=C3C=C2C=C1)=O 2-{3-[(3-ethyloxetan-3-yl)methoxy]-3-oxopropyl}anthracene